FC1=C(N)C=C(C(=C1)F)[N+](=O)[O-] 2,4-difluoro-5-nitroaniline